4-chloro-5-((3R)-3-((4-(pyrrolidin-3-yl)pyridin-2-yl)oxy)pyrrolidin-1-yl)pyridazin-3(2H)-one ClC=1C(NN=CC1N1C[C@@H](CC1)OC1=NC=CC(=C1)C1CNCC1)=O